n-triacontyl dodecyl ketone C(CCCCCCCCCCC)C(=O)CCCCCCCCCCCCCCCCCCCCCCCCCCCCCC